IC1=CC=C(C=C1)S(=O)(=O)N1CCOCC1 4-((4-iodophenyl)sulfonyl)morpholine